NC1CN(CC1)C(=O)C1=CC(=C(C=C1)N1C(SCC1=O)C1=CC=C(C=C1)F)C 3-{4-[(3-Amino-1-pyrrolidinyl)carbonyl]-2-methylphenyl}-2-(4-fluorophenyl)-1,3-thiazolidin-4-one